sodium 2,6-dicarboxybenzenesulfonate C(=O)(O)C1=C(C(=CC=C1)C(=O)O)S(=O)(=O)[O-].[Na+]